C(C)(=O)OC=C\C=C\CCCCCCCCCC (3E,8Z)-tetradecadien-1-yl acetate